ClC1=C2C=NN(C2=CC=C1NC1=NN(C=2C1=NC=CC2)C=2C=C(C=CC2)NC(=O)C=2C=NN(C2)C)C2OCCCC2 N-(3-(3-((4-chloro-1-(tetrahydro-2H-pyran-2-yl)-1H-indazol-5-yl)amino)-1H-pyrazolo[4,3-b]pyridin-1-yl)phenyl)-1-methyl-1H-pyrazole-4-carboxamide